N-((3S,5S)-1-(4-((2-fluoro-3-methyl-4-((1-methyl-1H-benzo[d][1,2,3]triazol-5-yl)oxy)phenyl)amino)pyrido[3,2-d]pyrimidin-6-yl)-5-methylpiperidin-3-yl)acrylamide FC1=C(C=CC(=C1C)OC1=CC2=C(N(N=N2)C)C=C1)NC=1C2=C(N=CN1)C=CC(=N2)N2C[C@H](C[C@@H](C2)C)NC(C=C)=O